4-[(2-bromophenyl)amino]-2-({2-methoxy-4-[4-(morpholin-4-yl)piperidin-1-yl]phenyl}amino)pyrimidine-5-carboxamide BrC1=C(C=CC=C1)NC1=NC(=NC=C1C(=O)N)NC1=C(C=C(C=C1)N1CCC(CC1)N1CCOCC1)OC